FC1=CC=C(C=C1)N1C[C@H](N(S(C2=C1C=C(C(=C2)OC)C(F)(F)F)(=O)=O)C)CCSC (R)-5-(4-fluorophenyl)-8-methoxy-2-methyl-3-(2-(methylthio)ethyl)-7-(trifluoromethyl)-2,3,4,5-tetrahydrobenzo[f][1,2,5]thiadiazepine 1,1-dioxide